3-(6-((2-(Difluoromethoxy)phenyl)ethynyl)-5,7-difluoro-4-oxo-1,4-dihydroquinolin-2-yl)-4-(methylsulfonyl)benzonitrile FC(OC1=C(C=CC=C1)C#CC=1C(=C2C(C=C(NC2=CC1F)C=1C=C(C#N)C=CC1S(=O)(=O)C)=O)F)F